N=1C=C(N2N=CC=CC21)NC(=O)C2=CC1=CNN=C1C=C2OC2CC(C2)OC N-(imidazo[1,2-b]Pyridazin-3-yl)-6-((1s,3s)-3-methoxycyclobutoxy)-2H-indazole-5-carboxamide